potassium dipropylmalonate C(CC)C(C(=O)[O-])(C(=O)[O-])CCC.[K+].[K+]